[NH4+].C(C)O ethanol ammonium salt